9-(2-acryloyl-1,2,3,4-tetrahydroisoquinolin-5-yl)-8-fluoro-1,3,4,5-tetrahydrothiopyrano[4,3-b]Indole C(C=C)(=O)N1CC2=CC=CC(=C2CC1)C=1C=2C3=C(NC2C=CC1F)CCSC3